4-((2R,4S)-1-((5-cyclopropyl-7-methyl-1H-indol-4-yl)methyl)-4-((3,3-difluorocyclobutyl)amino)piperidin-2-yl)benzoic acid C1(CC1)C=1C(=C2C=CNC2=C(C1)C)CN1[C@H](C[C@H](CC1)NC1CC(C1)(F)F)C1=CC=C(C(=O)O)C=C1